7-METHYL-2-MORPHOLIN-4-YL-4-OXO-4H-PYRIDO[1,2-A]PYRIMIDINE-3-CARBALDEHYDE CC=1C=CC=2N(C(C(=C(N2)N2CCOCC2)C=O)=O)C1